C1(=CC=CC=2C3=CC=CC=C3CC12)COC(=O)N[C@@H](CCCN(C(N)=N)S(=O)(=O)CC1=CC=CC=C1)C(=O)O N-fluorenylmethoxycarbonyl-N'-toluenesulfonyl-L-arginine